ClC1=CC=CC(=N1)C1=NC(=NC(=N1)C1=NC(=CC=C1)C(F)(F)F)NC1=CC(=NC=C1)OC(F)(F)F 4-(6-chloropyridin-2-yl)-N-(2-(trifluoromethoxy)pyridin-4-yl)-6-(6-(trifluoromethyl)pyridin-2-yl)-1,3,5-triazin-2-amine